CN(CCNC1=CC=CC2=C1S(C(=C2C=2N=CSC2)C#CC)=O)C 3-(7-((2-(dimethylamino)ethyl)amino)-1-oxido-3-(thiazol-4-yl)benzo[b]thiophen-2-yl)prop-2-yn